5-(Chloromethyl)-1-methyl-4-(methylsulfanyl)imidazole ClCC1=C(N=CN1C)SC